O(C1=C(C=CC=C1)P(C1=CC=CC=C1)C1=CC=CC=C1)C1=C(C=CC=C1)P(C1=CC=CC=C1)C1=CC=CC=C1 (oxydi-2,1-phenylene)-bis(diphenylphosphine)